3-(6-bromopyridin-2-yl)-4,4,4-trifluorobutan-1-ol BrC1=CC=CC(=N1)C(CCO)C(F)(F)F